[N+](=[N-])=CC(CC[C@@H](C(=O)OC(C)C)NC([C@H](CC1=CNC2=CC=C(C=C12)C)OC)=O)=O isopropyl (S)-6-diazo-2-((S)-2-methoxy-3-(5-methyl-1H-indol-3-yl)propanamido)-5-oxohexanoate